BrC1=C(C=O)C=CC(=C1)C=1C=NN(C1)C 2-bromo-4-(1-methyl-1H-pyrazol-4-yl)benzaldehyde